6-bromo-2-chlorobenzo[d]oxazole BrC1=CC2=C(N=C(O2)Cl)C=C1